5-((2-cyclopropyl-6-formyl-3,4-dihydroquinolin-1(2H)-yl)sulfonyl)-2-((tetrahydro-2H-pyran-4-yl)methoxy)benzoic acid methyl ester COC(C1=C(C=CC(=C1)S(=O)(=O)N1C(CCC2=CC(=CC=C12)C=O)C1CC1)OCC1CCOCC1)=O